3-(2-(2,5-dioxo-3,4-bis(phenylthio)-2,5-dihydro-1H-pyrrol-1-yl)ethoxy)propanamide O=C1N(C(C(=C1SC1=CC=CC=C1)SC1=CC=CC=C1)=O)CCOCCC(=O)N